FC1=C(C(=CC=C1)C(F)(F)F)S(=O)(=O)N 2-fluoro-6-trifluoromethyl-benzenesulfonamide